1-(1-(2-chloro-5-((1-(trifluoromethyl)-1H-pyrazol-4-yl)ethynyl)pyridin-4-yl)piperidin-4-yl)cyclopropan-1-ol ClC1=NC=C(C(=C1)N1CCC(CC1)C1(CC1)O)C#CC=1C=NN(C1)C(F)(F)F